(3R)-3-[(6-chloro-5-ethyl-pyridazin-3-yl)amino]piperidine-1-carboxylic acid tert-butyl ester C(C)(C)(C)OC(=O)N1C[C@@H](CCC1)NC=1N=NC(=C(C1)CC)Cl